C(=O)O.NC1=CN=NC2=CC(=CC=C12)C=1C=C(C=CC1OC1=CN=C(S1)C)B(O)O [3-(4-aminocinnolin-7-yl)-4-(2-methylthiazol-5-yl)oxy-phenyl]boronic acid formic acid salt